4,6-dichloro-5-cyclopropyl-2-(methylthio)pyrimidine ClC1=NC(=NC(=C1C1CC1)Cl)SC